F[Si](C(C(Cl)(Cl)Cl)(F)F)(F)F perfluorotrichloroethylsilane